FC1=C(C(=O)O)C=CC(=C1C1=CC2=C(N=C(N=C2)SC)N2C1=NCC2)C 2-fluoro-4-methyl-3-(2-(methylthio)-8,9-dihydroimidazo[1',2':1,6]pyrido[2,3-d]pyrimidin-6-yl)benzoic acid